tert-butyl N-(tert-butoxycarbonyl)-N-(5-chloropyridazin-3-yl)carbamate C(C)(C)(C)OC(=O)N(C(OC(C)(C)C)=O)C=1N=NC=C(C1)Cl